BrC1=C(C=C(S1)/C(=C/C(=O)O)/C(C)C)C (E)-3-(5-bromo-4-methylthiophene-2-yl)-4-methylpent-2-enoic acid